ClC=1C=C(C=CC1)C1COC1 3-(3-chlorophenyl)oxetan